1-phenyl-1H,2H,3H-pyrrolo[2,3-b]-1,8-naphthyridin-4-ol C1(=CC=CC=C1)N1CCC=2C1=NC1=NC=CC=C1C2O